2-(4-benzenesulfonyl)-4-(4-chlorophenyl-sulfonylamino)1-naphthol C1=CC=C(C=C1)S(=O)(=O)C1=C(C2=CC=CC=C2C(=C1)NS(=O)(=O)C1=CC=C(C=C1)Cl)O